trioctyl-dodecylammonium butyl-α-cyano-p-methyl-p-methoxycinnamate C(CCC)OC(C(=CC1=CCC(C=C1)(OC)C)C#N)=O.C(CCCCCCC)[N+](CCCCCCCCCCCC)(CCCCCCCC)CCCCCCCC